1-[4-fluoro-3-({4-[2-(4-fluorobenzyl)prolyl]piperazin-1-yl}carbonyl)benzyl]quinolin-4(1H)-one FC1=C(C=C(CN2C=CC(C3=CC=CC=C23)=O)C=C1)C(=O)N1CCN(CC1)C([C@]1(NCCC1)CC1=CC=C(C=C1)F)=O